7-isopropoxy-N-(2-methoxypyridin-3-yl)-2-((1S,4R)-1-methyl-2-oxabicyclo[2.2.1]hept-4-yl)imidazo[1,2-a]pyrimidine-6-carboxamide C(C)(C)OC1=NC=2N(C=C1C(=O)NC=1C(=NC=CC1)OC)C=C(N2)[C@@]21CO[C@@](CC2)(C1)C